2-((2R)-2-methylpyrrolidin-1-yl)ethan C[C@H]1N(CCC1)CC